ClC1=C(C(=C(C=C1)C=1N=NN(C1)[C@H]1[C@H]([C@H](O[C@@H]([C@@H]1OC)CN1N=NC(=C1)C1(COC1)CC)CO)O)F)F (2R,3R,4S,5R,6R)-4-(4-(4-Chloro-2,3-difluorophenyl)-1H-1,2,3-triazol-1-yl)-6-((4-(3-ethyloxetan-3-yl)-1H-1,2,3-triazol-1-yl)methyl)-2-(hydroxymethyl)-5-methoxytetrahydro-2H-pyran-3-ol